(2-((4-(4-ethylpiperazin-1-yl)phenyl)amino)-4-(((1s,4s)-4-(hydroxymethyl)cyclohexyl)amino)-7H-pyrrolo[2,3-d]pyrimidin-5-yl)(4-fluorophenyl)methanone C(C)N1CCN(CC1)C1=CC=C(C=C1)NC=1N=C(C2=C(N1)NC=C2C(=O)C2=CC=C(C=C2)F)NC2CCC(CC2)CO